FC(C=1C=CC(=NC1)N1CCC(CC1)CC(=O)NOC[C@H](C)NC(OC(C)(C)C)=O)(F)F (S)-tert-butyl (1-((2-(1-(5-(trifluoromethyl)pyridin-2-yl)piperidin-4-yl)acetamido)oxy)propan-2-yl)carbamate